3,3-Difluoro-2,3-dihydrobenzofuran-5-carboxylic acid methyl ester COC(=O)C=1C=CC2=C(C(CO2)(F)F)C1